(R)-3-butyl-8-hydroxy-2-methyl-7-(methylthio)-5-neopentyl-2,3,4,5-tetrahydrobenzo[f][1,2,5]thiadiazepine 1,1-dioxide C(CCC)[C@H]1N(S(C2=C(N(C1)CC(C)(C)C)C=C(C(=C2)O)SC)(=O)=O)C